benzyl (2-(1,4,7-trioxa-10-azacyclododecan-10-yl)ethyl)carbamate O1CCOCCOCCN(CC1)CCNC(OCC1=CC=CC=C1)=O